4-[4-(piperidin-4-yl)but-1,3-diyn-1-yl]piperidine-1-carboxylic acid tert-butyl ester C(C)(C)(C)OC(=O)N1CCC(CC1)C#CC#CC1CCNCC1